ClC=1C=C(C=NC1)CN1N=CC2=NC=C(C=C21)C2=CC(=C(C=C2)F)C(C)(F)F 1-[(5-Chloro-3-pyridyl)methyl]-6-[3-(1,1-difluoroethyl)-4-fluoro-phenyl]pyrazolo[4,3-b]pyridine